N1C(=C(C2=CC=CC=C12)C(=O)O)C(=O)O Indole-2,3-dicarboxylic acid